COC([C@H](CO)NC(C1=CC=C(C=C1)C#C)=O)=O (2S)-2-[(4-ethynylbenzoyl)amino]-3-hydroxy-propionic acid methyl ester